NC=1N=C2N(C=C(C=C2)Br)C1C(=O)[C@H]1[C@H](C1)F (2-amino-6-bromoimidazo[1,2-a]pyridin-3-yl)((1s,2s)-2-fluorocyclopropyl)methanone